FC=1C(=CC=C2C(=NN(C12)C)C1C(NC(CC1)=O)=O)C1CCN(CC1)C[C@H]1[C@H](CNCC1)C 3-[7-fluoro-1-methyl-6-[1-[[(3R,4R)-3-methyl-4-piperidyl]methyl]-4-piperidyl]indazol-3-yl]piperidine-2,6-dione